C(C#CC)(=O)N1[C@@H](C[C@H](CC1)N1N=CC=2C(=NC=3C(=C(C(=CC3C21)Cl)C2=NC=CC1=CC=CC(=C21)C#N)F)O[C@@H](C)[C@H]2N(CCC2)C)CC#N 1-(1-((2S,4S)-1-(but-2-ynoyl)-2-(cyanomethyl)piperidin-4-yl)-8-chloro-6-fluoro-4-((S)-1-((S)-1-methylpyrrolidin-2-yl)ethoxy)-1H-pyrazolo[4,3-c]quinolin-7-yl)isoquinoline-8-carbonitrile